ClC=1N=C(C2=C(N1)SC(=C2)C)N[C@H]2[C@@H](C2)C2=CC(=C(C=C2)F)F 2-chloro-N-((1R,2S)-2-(3,4-difluorophenyl)cyclopropyl)-6-methylthieno[2,3-d]pyrimidin-4-amine